C(C)O[Si](CCCN1N=C(N=C1N)CCCCCC1=NN(C(=N1)N)CCC[Si](OCC)(OCC)OCC)(OCC)OCC 3,3'-Pentamethylenebis{1-[3-(triethoxysilyl)propyl]-5-amino-1,2,4-triazole}